(S)-2-(2,6-dioxopiperidin-3-yl)-4-((6-(2-methoxy-6-methylpyridin-4-yl)-1-methyl-2-oxo-1,2,3,4-tetrahydroquinolin-7-yl)amino)isoindoline-1,3-dione O=C1NC(CC[C@@H]1N1C(C2=CC=CC(=C2C1=O)NC1=C(C=C2CCC(N(C2=C1)C)=O)C1=CC(=NC(=C1)C)OC)=O)=O